(tert-butyldimethylsilyl)cyclopropanesulfonamide [Si](C)(C)(C(C)(C)C)C1(CC1)S(=O)(=O)N